4-{[4-(2-aminoethyl)-piperazin-1-yl]methyl}-1-(2,2,2-trifluoroethyl)-1H-indol NCCN1CCN(CC1)CC1=C2C=CN(C2=CC=C1)CC(F)(F)F